C(C)C1=CC=C(C=C1)B(O)O 4-ethylphenyl-boronic acid